(E)-1-(4-fluorophenyl)-3-(6-(thiophen-3-yl)pyridin-2-yl)prop-2-en-1-one FC1=CC=C(C=C1)C(\C=C\C1=NC(=CC=C1)C1=CSC=C1)=O